2,4,4-trimethyl-pentane CC(C)CC(C)(C)C